FC=1C=C(\C=C/2\C(N(C(C2)=O)CCCCCCC(=O)NO)=O)C=CC1 (E)-7-(3-(3-fluorobenzylidene)-2,5-dioxopyrrolidinyl)-N-hydroxyheptanamide